tetradecylamine tert-butyl-(7-(6-butyryl-4-methylpyridin-3-yl)-2,6-naphthyridin-3-yl)carbamate C(C)(C)(C)N(C(O)=O)C=1N=CC2=CC(=NC=C2C1)C=1C=NC(=CC1C)C(CCC)=O.C(CCCCCCCCCCCCC)N